7-[4-(2-oxo-azepan-1-yl)piperidin-1-yl]-3-oxa-9-azabicyclo[3.3.1]nonane-9-carboxylic acid ethyl ester C(C)OC(=O)N1C2COCC1CC(C2)N2CCC(CC2)N2C(CCCCC2)=O